N-(5-bromo-6-methylpyridin-2-yl)acetamide BrC=1C=CC(=NC1C)NC(C)=O